8-chloroadenosine ClC=1N([C@H]2[C@H](O)[C@H](O)[C@@H](CO)O2)C=2N=CN=C(C2N1)N